BrC1=CC=2C3=C(NC2C=C1)C(N(C=N3)CCC(N3CCN(CC3)C3=CC(=CC=C3)C(F)(F)F)=O)=O 8-bromo-3-(3-oxo-3-(4-(3-(trifluoromethyl)phenyl)piperazin-1-yl)propyl)-3,5-dihydro-4H-pyrimido[5,4-b]indol-4-one